(1s,4s)-N-(3-Chloro-4-methoxyphenyl)-4-(6-(2-(dimethylamino)ethylamino)-4-methyl-1-oxoisoindolin-2-yl)cyclohexanecarboxamide ClC=1C=C(C=CC1OC)NC(=O)C1CCC(CC1)N1C(C2=CC(=CC(=C2C1)C)NCCN(C)C)=O